(R)-2-chloro-N-(5-chloro-6-cyclopropylpyridin-3-yl)-8,8-dimethyl-7,8-dihydro-6H-cyclopenta[e]pyrazolo[1,5-a]pyrimidine-6-carboxamide ClC1=NN2C(N=CC3=C2C(C[C@H]3C(=O)NC=3C=NC(=C(C3)Cl)C3CC3)(C)C)=C1